4-fluoro-5-((5-(3-(5-(2-hydroxypropan-2-yl)oxazol-2-yl)cyclopentyl)-1H-pyrazol-3-yl)amino)-1,3-dihydrobenzo[c]thiophene 2,2-dioxide FC1=C(C=CC=2CS(CC21)(=O)=O)NC2=NNC(=C2)C2CC(CC2)C=2OC(=CN2)C(C)(C)O